N[C@H]1CN(CC1)C1=NC(=NC2=C1OC[C@H](N2)CC)N (R)-4-((R)-3-Aminopyrrolidin-1-yl)-7-ethyl-7,8-dihydro-6H-pyrimido[5,4-b][1,4]oxazin-2-amine